C(C)(C)(C)OC(=O)NC1=NN=C(S1)CC(=O)OCC ethyl 2-{5-[(tert-butoxycarbonyl)amino]-1,3,4-thiadiazol-2-yl}acetate